C(C)(C)(C)NS(=O)(=O)C1=C(C=CC(=C1)NC=1NC=CN1)C1=CN=C(S1)[C@H]1CC[C@H](CC1)NC(OC(C)C)=O isopropyl cis-N-[4-[5-[2-(tert-butylsulfamoyl)-4-(1H-imidazol-2-ylamino)phenyl]thiazol-2-yl]cyclohexyl]carbamate